piperazinyl phosphate phosphorus [P+3].P(=O)(ON1CCNCC1)([O-])[O-].N1(CCNCC1)OP(=O)([O-])[O-].N1(CCNCC1)OP(=O)([O-])[O-].[P+3]